8-(4-chloro-1,2,6-trimethyl-1H-benzo[d]imidazol-5-yl)-3-(3,5-difluoro-4-((E)-4-(((1r,4r)-4-methoxycyclohexyl)amino)but-2-enamido)benzoyl)indolizine-1-carboxamide ClC1=C(C(=CC=2N(C(=NC21)C)C)C)C2=CC=CN1C(=CC(=C21)C(=O)N)C(C2=CC(=C(C(=C2)F)NC(\C=C\CNC2CCC(CC2)OC)=O)F)=O